3,4,5,7-tetranitro-9-fluorenone [N+](=O)([O-])C=1C=CC=2C(C3=CC(=CC(=C3C2C1[N+](=O)[O-])[N+](=O)[O-])[N+](=O)[O-])=O